C(=O)C(C)(C)NC(OC(C)(C)C)=O TERT-BUTYL 2-FORMYLPROPAN-2-YLCARBAMATE